ClC=1C(=NC=CC1)C(=O)NCC(F)(F)F 3-chloro-N-(2,2,2-trifluoroethyl)pyridine-2-carboxamide